[N+](=O)([O-])C1=CC(=CC(=C1)[N+](=O)[O-])[N+](=O)[O-] 1,3,5-Trinitrobenzene